4-mercaptomethyl-2-(1,3-dimercapto-2-propylthio)-1,3-dithiolane SCC1SC(SC1)SC(CS)CS